(E)-3-bromopropionic acid BrCCC(=O)O